tert-butyl 4-[1-[6-[(2,6-dioxo-3-piperidyl)amino]-3-pyridyl]-4-piperidyl]piperidine-1-carboxylate O=C1NC(CCC1NC1=CC=C(C=N1)N1CCC(CC1)C1CCN(CC1)C(=O)OC(C)(C)C)=O